S(=O)(=O)(C1=CC=C(C)C=C1)N1[C@H](COCC1)C(=O)OC |r| Methyl (±)-4-tosylmorpholine-3-carboxylate